(S)-benzyl 1-((S)-2-(tert-butoxycarbonylamino)-3,3-dimethylbutanoyl)pyrrolidine-2-carboxylate C(C)(C)(C)OC(=O)N[C@H](C(=O)N1[C@@H](CCC1)C(=O)OCC1=CC=CC=C1)C(C)(C)C